C1(CCCC1)C1=C(C=C(C=C1OC)\C=C\C1=CC=C(C=C1)F)OC (E)-2-cyclopentyl-5-(4-fluorostyryl)-1,3-dimethoxybenzene